6-fluoro-1-propyl-2,3-dihydroquinazolin-4(1H)-one FC=1C=C2C(NCN(C2=CC1)CCC)=O